CCON(C(=S)NC=1C=C2C(=C(NC2=CC1)C)C1=CCN2CCCC2C1)C1=CC=CC=C1 N-(2-ethoxy)phenyl-N'-(2-methyl-3-(1,2,3,4,5,8-hexahydroindolizin-7-yl)-1H-indol-5-yl)thiourea